COC(=O)N1CC=2C3=C(C=CC2CC1)N(C(=N3)[C@H]3C[C@@H](CCC3)C(=O)O)[C@@H](CC3=CC=CC=C3)C (1R,3R)-3-[8-(methoxycarbonyl)-3-[(2R)-1-phenylpropan-2-yl]-3H,6H,7H,8H,9H-imidazo[4,5-h]isoquinolin-2-yl]cyclohexane-1-carboxylic acid